1,3-bis[4-(4-amino-6-fluoromethylphenoxy)-alpha,alpha-dimethylbenzyl]benzene NC1=CC=C(OC2=CC=C(C(C)(C)C3=CC(=CC=C3)C(C3=CC=C(C=C3)OC3=CC=C(C=C3CF)N)(C)C)C=C2)C(=C1)CF